N-(5-Chloro-1H-pyrrolo[3,2-b]pyridin-3-yl)-5-(pyridin-3-yl)-1H-benzo[d]imidazol-2-amine ClC1=CC=C2C(=N1)C(=CN2)NC2=NC1=C(N2)C=CC(=C1)C=1C=NC=CC1